rac-(1S,2S)-2-(4,5-diphenyloxazol-2-yl)-N-methylcyclopropanecarboxamide C1(=CC=CC=C1)C=1N=C(OC1C1=CC=CC=C1)[C@@H]1[C@H](C1)C(=O)NC |r|